FC(C1(CC1)C1=CC=C(C=C1)CC(=O)O)F 2-(4-(1-(difluoromethyl)cyclopropyl)phenyl)acetic acid